C(CCC)OC([C@@H](NC1CCC(CC1)CC1CCC(CC1)N[C@@H](CC(=O)OCCCC)C(=O)OCCCC)CC(=O)OCCCC)=O N'-(methylenebis-4,1-cyclohexanediyl)bisaspartic acid tetrabutyl ester